dimethyl-heptanone CC(C(CCCCC)=O)C